CN(CC[C-]1C=CC=C1)C.[CH-]1C=CC=C1.[Fe+2] (R)-2-dimethylamino-ethylferrocene